ClC1=C(C=CC(=C1F)F)C1N=C(NC(=C1C(=O)OCC)[C@@H]1CC[C@@H](CC1)C=1C=NN(C1)C(C)(CC(=O)OC)C)C=1SC=CN1 (cis)-Ethyl 4-(2-chloro-3,4-difluorophenyl)-6-(4-(1-(4-methoxy-2-methyl-4-oxobutan-2-yl)-1H-pyrazol-4-yl)cyclohexyl)-2-(thiazol-2-yl)-1,4-dihydropyrimidine-5-carboxylate